6-bromo-2-({4-[2-(4-chloro-2-fluorophenyl)-2-methyl-1,3-benzodioxol-4-yl]piperidin-1-yl}methyl)-1-(2-methoxyethyl)-1H-imidazo[4,5-b]pyridine BrC=1C=C2C(=NC1)N=C(N2CCOC)CN2CCC(CC2)C2=CC=CC=1OC(OC12)(C)C1=C(C=C(C=C1)Cl)F